OC1([C@@H](CN(C[C@@H]1C)C=1C=C2C(=CC=NC2=CC1)C(=O)O)C)C 6-((3R,4s,5S)-4-hydroxy-3,4,5-trimethylpiperidin-1-yl)quinoline-4-carboxylic acid